tetradecane-2,5-diyne-1-ylmethanesulfonate C(C#CCC#CCCCCCCCC)CS(=O)(=O)[O-]